dodecaoxanonatriacontane azid [N-]=[N+]=[N-].OOOOOOOOOOOOCCCCCCCCCCCCCCCCCCCCCCCCCCC